C(N)(=O)C1=NN(C(=N1)C)C1=CC=C(CC2=CC=C(C=C2)C2=CC=CC=C2)C=C1 4'-(4-(3-carbamoyl-5-methyl-1H-1,2,4-triazol-1-yl)benzyl)-[1,1'-biphenyl]